(±)-19,20-dihydroxy-4Z,7Z,10Z,13Z,16Z-docosapentaenoic acid OC(CCCCCCC\C=C/C=C\C=C/C=C\C=CC(=O)O)C(CC)O